3-((2S)-3-(8-(3-(6-(3-(dimethylamino)propoxy)pyridin-3-yl)phenylsulfonyl)-1-oxa-8-azaspiro[4.5]decan-3-ylamino)-2-hydroxypropoxy)-N-methylbenzenesulfonamide CN(CCCOC1=CC=C(C=N1)C=1C=C(C=CC1)S(=O)(=O)N1CCC2(CC(CO2)NC[C@@H](COC=2C=C(C=CC2)S(=O)(=O)NC)O)CC1)C